tetrakis-tert-butyl-ammonium fluoride [F-].C(C)(C)(C)[N+](C(C)(C)C)(C(C)(C)C)C(C)(C)C